OCC=1C=C2C(N(C=NC2=C(C1)C=1C(=NN(C1)C)C(F)(F)F)CC1=NC=CC(=C1)OC)=O 6-(hydroxymethyl)-3-((4-methoxypyridin-2-yl)methyl)-8-(1-methyl-3-(trifluoromethyl)-1H-pyrazol-4-yl)quinazolin-4(3H)-one